CC(C)(C)OC(=O)N1CC(CC1)C=1C=NC(=CC1)C=1OC(=NN1)CCl 3-{6-[5-(chloromethyl)-1,3,4-oxadiazol-2-yl]pyridin-3-yl}tetrahydropyrrole-1-carboxylic acid 2-methylpropan-2-yl ester